(5-Bromo-3-fluoropyridin-2-yl)methanamine BrC=1C=C(C(=NC1)CN)F